F[C@@H]1C[C@H](N(C1)C(CNC(NC)=O)=O)C(=O)N[C@H](C1=NC=C(C=C1)C(C)C)C1=CC=CC=C1 (2S,4R)-4-fluoro-1-{2-[(methylcarbamoyl)amino]acetyl}-N-[(S)-phenyl[5-(propan-2-yl)pyridin-2-yl]methyl]pyrrolidine-2-carboxamide